C(CCCCO)O Pentane-1,5-diol